BrC=1C=C(C=CC1)C(N(C(C)=O)C)C1=NN=CN1C N-((3-bromophenyl)(4-methyl-4H-1,2,4-triazol-3-yl)methyl)-N-methylacetamide